C(C)(C)N1C=NC2=NC=NC(=C12)N 7-Isopropyl-7H-adenine